CN(C=1C=CC2=C(C1)C1=CC(=CC=C1C21OC(=O)C2=CC(=CC=C12)N(C)C)N(C)C)C 3,6,6'-tris(dimethylamino)spiro(fluorene-9,3'-phthalide)